FC=1C=C(C=C(C1)F)CC(=O)NN1C(=NC2=CC(=CC=C2C1=O)F)N(C)C(C)C 2-(3,5-Difluoro-phenyl)-N-[7-fluoro-2-(isopropyl-methyl-amino)-4-oxo-4H-quinazolin-3-yl]-acetamide